C(C)(C)(C)N(C1(CN(CC1)C(=O)OC(C)(C)C)C)C tert-butyl 3-(tert-butyl(methyl)amino)-3-methylpyrrolidine-1-carboxylate